C(C)(C)(C)OC(=O)N1C(CCCC1)C=1N=C2N(C=C(C(=C2F)C(C)(C)O)NC(=O)C2=NC(=CC=C2)C2(CC2)C(F)(F)F)C1 (8-fluoro-7-(2-hydroxypropan-2-yl)-6-(6-(1-(trifluoromethyl)cyclopropyl)pyridineformylamino)imidazo[1,2-a]pyridin-2-yl)piperidine-1-carboxylic acid tert-butyl ester